C(OCC(COC=1C=2N(N=C(C1)C=1C(NC(NC1)=O)=O)C=CN2)(F)F)(OCC(F)(F)F)=O 3-((6-(2,4-dioxo-1,2,3,4-tetrahydropyrimidin-5-yl)imidazo[1,2-b]pyridazin-8-yl)oxy)-2,2-difluoropropyl (2,2,2-trifluoroethyl) carbonate